Cl.FC1=CC=C(C=C1)C(N1[C@H](CN[C@@H](C1)C)COC)C1=CC=C(C=C1)F (2r,5r)-1-(bis(4-fluorophenyl)methyl)-2-(methoxymethyl)-5-methylpiperazine hydrochloride